O=C1CCC2=C1C(=CC1=C2OCO1)NC(C)=O N-(6-oxo-7,8-dihydrocyclopenta[g][1,3]benzodioxol-5-yl)acetamide